2-aminoimidazo[1,2-b]pyridazin-6-yl-2-methoxynicotinate NC=1N=C2N(N=C(C=C2)OC(C2=C(N=CC=C2)OC)=O)C1